NC=1C(=NC=NC1NCC1=C(C=C(C=C1)OC)OC)C(=O)O 5-Amino-6-((2,4-dimethoxybenzyl)amino)pyrimidin-4-carboxylic acid